[3-(4-methylpiperazin-1-yl)propyl]-5-phenyl-1,2-oxazole-3-carboxamide CN1CCN(CC1)CCCC=1C(=NOC1C1=CC=CC=C1)C(=O)N